methyl (S)-4-amino-3-(3-((tert-butoxycarbonyl)amino)piperidin-1-yl)benzoate NC1=C(C=C(C(=O)OC)C=C1)N1C[C@H](CCC1)NC(=O)OC(C)(C)C